[(3,5-difluorophenyl)methyl]({2-[(9R)-9-(pyridin-3-yl)-6-oxaspiro[4.5]decan-9-yl]ethyl})amine FC=1C=C(C=C(C1)F)CNCC[C@]1(CCOC2(CCCC2)C1)C=1C=NC=CC1